boron fluorine potassium salt [K].[F].[B]